COC1=C(C=CC(=C1)OC)CN(C=1N=C2C=C(C=NC2=C(C1)C)CO)CC1=C(C=C(C=C1)OC)OC [6-[bis[(2,4-dimethoxyphenyl)methyl]amino]-8-methyl-1,5-naphthyridin-3-yl]methanol